(8-bromo-7-chloro-6-(2,6-difluorophenyl)-4H-benzo[f]imidazo[1,2-a][1,4]diazepin-2-yl)methanol BrC=1C=CC2=C(C(=NCC=3N2C=C(N3)CO)C3=C(C=CC=C3F)F)C1Cl